C(C)(=O)N1CCN(CC1)C=1C=C2C(N(C=NC2=CC1)CC(=O)NC(CCOC)C1=CC(=C(C=C1)Cl)Cl)=O 2-(6-(4-acetylpiperazin-1-yl)-4-oxoquinazolin-3(4H)-yl)-N-(1-(3,4-dichlorophenyl)-3-methoxypropyl)acetamide